6-Chloro-3-[(1R)-1-[3,6-dimethyl-2-(1-methylbenzimidazol-5-yl)-4-oxo-chromen-8-yl]ethoxy]pyridine-2-carboxamide ClC1=CC=C(C(=N1)C(=O)N)O[C@H](C)C=1C=C(C=C2C(C(=C(OC12)C1=CC2=C(N(C=N2)C)C=C1)C)=O)C